2-acryloxy-n-propylthio-5-ethylthio-1,3,4-thiadiazole C(C=C)(=O)OC(CSC=1SC(=NN1)SCC)C